C(C1=CC=CC=C1)N1CC2(CN(C2)C2=CC=C(C=N2)C=2C=3N(C=C(C2)C=2C=NN(C2)C)N=CC3C#N)C1 4-(6-(6-benzyl-2,6-diazaspiro[3.3]heptan-2-yl)pyridin-3-yl)-6-(1-methyl-1H-pyrazol-4-yl)pyrazolo[1,5-a]pyridine-3-carbonitrile